5-((4-(2-(4-((2-(2-oxa-6-azaspiro[3.3]heptan-6-yl)pyrimidin-4-yl)methoxy)phenyl)propan-2-yl)benzyl)amino)-2-(2,6-dioxopiperidin-3-yl)isoindolin-1,3-dione C1OCC12CN(C2)C2=NC=CC(=N2)COC2=CC=C(C=C2)C(C)(C)C2=CC=C(CNC=1C=C3C(N(C(C3=CC1)=O)C1C(NC(CC1)=O)=O)=O)C=C2